[Na+].[Na+].OC(C(=O)[O-])=S=O.OC(C(=O)[O-])=S=O 2-hydroxy-2-sulfinylacetic acid disodium salt